C[C@H]1N(CC[C@H](C1)NC1CCOCC1)C1=NC2=C(C=CC=C2C=C1)C#N 2-((2R,4R)-2-methyl-4-((tetrahydro-2H-pyran-4-yl)amino)piperidin-1-yl)quinoline-8-carbonitrile